C(#N)C1=CC(=C(C=C1)C1=C(C=CC(=C1)F)OC=1C(=NC=NC1)N1CC2(CCN(C2)CC2CCC(CC2)NC(C)=O)CC1)C1CC1 N-((1r,4r)-4-((7-(5-((4'-cyano-2'-cyclopropyl-5-fluoro-[1,1'-biphenyl]-2-yl)oxy)pyrimidin-4-yl)-2,7-diazaspiro[4.4]nonan-2-yl)methyl)cyclohexyl)acetamide